C(C1=CC=CC=C1)N1C[C@H](CC1)NC1=CC(=C(C=C1C)S(=O)(=O)N(C(OC(C)(C)C)=O)C1=NOC=C1)F tert-butyl (S)-((4-((1-benzylpyrrolidin-3-yl)amino)-2-fluoro-5-methylphenyl)sulfonyl)(isoxazol-3-yl)carbamate